4,4,4-trifluoro-N-(5-{1-[4-(trifluoromethyl)phenyl]-1H-pyrazol-4-yl}-1H-indol-3-yl)butanamide FC(CCC(=O)NC1=CNC2=CC=C(C=C12)C=1C=NN(C1)C1=CC=C(C=C1)C(F)(F)F)(F)F